methyl 6-(4,4-difluoroazepan-1-yl)-2-methyl-3-nitrobenzoate FC1(CCN(CCC1)C1=CC=C(C(=C1C(=O)OC)C)[N+](=O)[O-])F